FC1=C2C(=CN=C1N1CC3(C1)CN(C3)C3CCN(CC3)C(C)C)NC(=C2C(C)C)C=2C(=C(C=3N(C2)N=CN3)C)C 6-(4-fluoro-3-isopropyl-5-(6-(1-isopropylpiperidin-4-yl)-2,6-diazaspiro[3.3]hept-2-yl)-1H-pyrrolo[2,3-c]pyridin-2-yl)-7,8-dimethyl-[1,2,4]triazolo[1,5-a]pyridine